BrC1=NNC(=N1)NCC1=C(C=C(C=C1)C=1N(C=C(N1)C(F)(F)F)C(C)C)F 3-bromo-N-(2-fluoro-4-(1-isopropyl-4-(trifluoromethyl)-1H-imidazol-2-yl)benzyl)-1H-1,2,4-triazol-5-amine